2-(4-(2-(2-(3-(4-(5-((di-tert-butoxycarbonylamino)methyl)pyrimidin-2-yl)piperazin-1-yl)-3-oxo-propoxy)ethoxy)ethyl)piperazin-1-yl)pyrimidine-5-carboxylic acid C(C)(C)(C)OC(=O)N(C(=O)OC(C)(C)C)CC=1C=NC(=NC1)N1CCN(CC1)C(CCOCCOCCN1CCN(CC1)C1=NC=C(C=N1)C(=O)O)=O